4-((7,8-Dimethoxy-1H-imidazo[4,5-c]quinolin-1-yl)methyl)piperidine-1-sulfonamide 7-oxabicyclo[4.1.0]hept-3-ylmethyl-7-oxabicyclo[4.1.0]heptane-3-carboxylate C12CC(CCC2O1)COC(=O)C1CC2OC2CC1.COC=1C(=CC=2C3=C(C=NC2C1)N=CN3CC3CCN(CC3)S(=O)(=O)N)OC